NC1=NC=CC2=CC=C(C=C12)C=1C=C2C(=NN(C2=CC1)CC1COCC1)COC1=C(C=CC=C1)CC(=O)OCC ethyl 2-(2-((5-(1-aminoisoquinolin-7-yl)-1-((tetrahydrofuran-3-yl)methyl)-1H-indazol-3-yl)methoxy)phenyl)acetate